F[C@H](CN1N=NC(=C1)C(=O)NCC1=C(C=CC(=C1)OC(F)(F)F)F)CCC=1SC(=NN1)NC(CC1=NC=CC=C1)=O (S)-1-(2-fluoro-4-(5-(2-(pyridin-2-yl)acetamido)-1,3,4-thiadiazol-2-yl)butyl)-N-(2-fluoro-5-(trifluoromethoxy)benzyl)-1H-1,2,3-triazole-4-carboxamide